(4s,5s)-5-amino-4-(7-((tert-butoxycarbonyl)(thiophen-2-ylmethyl)amino)-5-chloro-3-methylthiothieno[3,2-b]pyridin-2-yl)cyclohex-1-ene-1-carboxylic acid ethyl ester C(C)OC(=O)C1=CC[C@@H]([C@H](C1)N)C1=C(C2=NC(=CC(=C2S1)N(CC=1SC=CC1)C(=O)OC(C)(C)C)Cl)SC